4-Amino-1-(4-aminophenyl)-7-ethynyl-2-oxo-1,2-dihydroquinoline-3-carboxylic acid methyl ester COC(=O)C=1C(N(C2=CC(=CC=C2C1N)C#C)C1=CC=C(C=C1)N)=O